FC=1C=C(C=[N+](C1C=1C=C2C(=CN1)N(C=C2)CC(C(F)(F)F)(F)F)[O-])N(C(OC(C)(C)C)=O)C tert-butyl N-[5-fluoro-1-oxido-6-[1-(2,2,3,3,3-pentafluoropropyl) pyrrolo[2,3-c]pyridin-5-yl]pyridin-1-ium-3-yl]-N-methyl-carbamate